C(=C)C1=CC=C(C=C1)[Si]([Si](C)(C)C)([Si](C)(C)C)[Si](C)(C)C p-vinylphenyltris(trimethylsilyl)silane